C(C)(C)(C)OC(=O)N1CCC(CC1)NC=1C=NC2=CC=C(C=C2C1)C 4-((6-Methylquinolin-3-yl)amino)piperidine-1-carboxylic acid tert-butyl ester